1-(2-(Acrylamidomethyl)-4-fluorobenzyl)-N-(3-((S)-1-hydroxyethyl)phenyl)-7-methyl-5-(1H-pyrrole-2-carbonyl)-4,5,6,7-tetrahydro-1H-pyrazolo[4,3-c]pyridine-3-carboxamide C(C=C)(=O)NCC1=C(CN2N=C(C=3CN(CC(C32)C)C(=O)C=3NC=CC3)C(=O)NC3=CC(=CC=C3)[C@H](C)O)C=CC(=C1)F